(S)-6-fluoro-5-(1-(2-fluorophenyl)ethyl)-3-((pyridazin-3-ylmethyl)amino)-4H-benzo[e][1,2,4]thiadiazine 1,1-dioxide FC=1C=CC2=C(NC(=NS2(=O)=O)NCC=2N=NC=CC2)C1[C@@H](C)C1=C(C=CC=C1)F